ClC1=CC(=CC(=C1)C(OC)(OC)OC)Cl 1,3-dichloro-5-trimethoxymethylbenzene